CN1C=2N(C=3N=C(N=CC13)NC=1C(=CC=3N(C1)N=CN3)C)C3(CCOCC3)CN2 5-methyl-N-(7-methyl-[1,2,4]triazolo[1,5-a]pyridin-6-yl)-2',3',5,5',6',7-hexahydrospiro[imidazo[1,2-e]purine-8,4'-pyran]-2-amine